C(C1=CC=CC=C1)C1(CCC1)CN (1-benzylcyclobutyl)methanamine